N-(4-(tert-butyl)phenyl)-7,7-dimethyl-7H-benzo[c]fluoren-9-amine C(C)(C)(C)C1=CC=C(C=C1)NC=1C=CC=2C=3C4=C(C=CC3C(C2C1)(C)C)C=CC=C4